ClC=1C(=NC=CC1)C=1C(=NNC1C(F)(F)F)C(=O)N (3-chloro-2-pyridinyl)-5-(trifluoromethyl)pyrazole-3-carboxamide